2-ethylhexanoate antimony [Sb+3].C(C)C(C(=O)[O-])CCCC.C(C)C(C(=O)[O-])CCCC.C(C)C(C(=O)[O-])CCCC